CO[C@@H]1[C@H](NCC1)C(=O)OC (2S,3S)-methyl 3-methoxypyrrolidine-2-carboxylate